FC=1C=C(CNC2=NC=NC3=CC(=C(C=C23)OC2CCN(CC2)C(C=C)=O)OC)C=CC1 1-(4-((4-((3-fluorobenzyl)amino)-7-methoxyquinazolin-6-yl)oxy)piperidin-1-yl)prop-2-en-1-one